ClC1=C(C=C(C=C1)C)C=1C=C2C(=NN(C2=CC1)C(C1=CC=CC=C1)(C1=CC=CC=C1)C1=CC=CC=C1)NC(=O)C1CCN(CC1)C N-[5-(2-chloro-5-methylphenyl)-1-trityl-1H-indazol-3-yl]-1-methylpiperidine-4-carboxamide